(1-(3,4-Dichlorophenyl)-1H-pyrrolo[2,3-b]pyridin-2-yl)(1-oxa-6-azaspiro[3.5]non-6-yl)methanone ClC=1C=C(C=CC1Cl)N1C(=CC=2C1=NC=CC2)C(=O)N2CC1(CCO1)CCC2